OC=1C=C2C(N(C=NC2=CC1)C1=CC=C(C=C1)C1CCN(CC1)C(=O)OC(C)(C)C)=O tert-butyl 4-[4-(6-hydroxy-4-oxoquinazolin-3-yl)phenyl]piperidine-1-carboxylate